9-methoxy-1,2,3,4-tetrahydro-9-aminoacridine COC1(C2=CC=CC=C2N=C2CCCCC12)N